ethynylpiperidine-1-carboxylic acid tert-butyl ester C(C)(C)(C)OC(=O)N1C(CCCC1)C#C